3-methyl-2-[6-[2-[2-(methylamino)ethyl]morpholin-4-yl]pyridazin-3-yl]-5-(trifluoromethyl)phenol CC=1C(=C(C=C(C1)C(F)(F)F)O)C=1N=NC(=CC1)N1CC(OCC1)CCNC